BrC1=CC(=C(C=C1)CNC(C1=C(C=CC=C1)OC)=O)OC N-[(4-bromo-2-methoxyphenyl)methyl]-2-methoxy-benzamide